4-(((1R)-1-(3-(1,1-difluoro-2-hydroxy-3-methoxy-2-methylpropyl)-2-fluorophenyl)ethyl)amino)-2,6,8,8-tetramethyl-6H-[1,4]oxazino[3,2-g]quinazolin-7(8H)-one FC(C(COC)(C)O)(F)C=1C(=C(C=CC1)[C@@H](C)NC1=NC(=NC2=CC3=C(C=C12)N(C(C(O3)(C)C)=O)C)C)F